(1E,6E)-1,7-bis[2-methoxy-4-(pyridin-2-ylmethoxy)phenyl]-1,6-heptadiene-3,5-dione COC1=C(C=CC(=C1)OCC1=NC=CC=C1)\C=C\C(CC(\C=C\C1=C(C=C(C=C1)OCC1=NC=CC=C1)OC)=O)=O